N-[(1E)-(dimethylamino)methylene]-furoamide CN(C)\C=N\C(=O)C=1OC=CC1